CN1N=NC(=C1)C([2H])([2H])[2H] 1-methyl-4-(methyl-d3)-1H-1,2,3-triazole